CC=1SC(=C(C1Cl)C)Cl 2,4-dimethyl-3,5-dichlorothiophene